COC1=C(N)C=C(C=C1)NC(C)=O 2-methoxy-5-acetamido-aniline